4-hydroxy-3,3-dimethylcyclohexanone OC1C(CC(CC1)=O)(C)C